6-(4-ethoxyphenyl)-5-methyl-2,3-diphenylpyrazolo[1,5-a]pyrimidin-7(4H)-one C(C)OC1=CC=C(C=C1)C1=C(NC=2N(C1=O)N=C(C2C2=CC=CC=C2)C2=CC=CC=C2)C